xanthenal C1=CC=CC=2OC3=CC=CC=C3C(C12)C=O